2-[(2-[2-(dimethylamino)ethoxy]ethyl)methylamino]ethanol CN(CCOCCN(CCO)C)C